8-(4-(4-(3,5-difluorophenyl)-7H-pyrrolo[2,3-d]pyrimidin-6-yl)phenethyl)-2,8-diazaspiro[4.5]decan-2-carbonitrile FC=1C=C(C=C(C1)F)C=1C2=C(N=CN1)NC(=C2)C2=CC=C(CCN1CCC3(CCN(C3)C#N)CC1)C=C2